(S)-4-((2-(1H-pyrazol-1-yl)ethyl)(4-(5,6,7,8-tetrahydro-1,8-naphthyridin-2-yl)butyl)amino)-2-(3,3-diethylureido)butanoic acid N1(N=CC=C1)CCN(CC[C@@H](C(=O)O)NC(=O)N(CC)CC)CCCCC1=NC=2NCCCC2C=C1